5-[4-(3-chlorobenzoyl)aminophenyl]-1H-naphtho[1,2-b][1,4]diazepine-2,4(3H,5H)-dione ClC=1C=C(C(=O)NC2=CC=C(C=C2)N2C3=C(NC(CC2=O)=O)C2=CC=CC=C2C=C3)C=CC1